C12(CC(C1)C2)N2C[C@H](N(S(C1=C2C=C(C(=C1)O\C=C(\C(=O)OCC)/F)SC)(=O)=O)C)C1CCCCC1 ethyl (R,Z)-3-((5-(bicyclo[1.1.1]pentan-1-yl)-3-cyclohexyl-2-methyl-7-(methylthio)-1,1-dioxido-2,3,4,5-tetrahydrobenzo[f][1,2,5]thiadiazepin-8-yl)oxy)-2-fluoroacrylate